[Pb].[Sb].[Sn] tin-antimony lead